di-isobutanoyl peroxide C(C(C)C)(=O)OOC(C(C)C)=O